(3,3-difluorocyclobutyl) 4-[2-fluoro-5-[[4-fluoro-2-(trifluoromethyl)benzoyl]amino]-4-[(3R)-3,4-dimethylpiperazin-1-yl]phenyl]-3,6-dihydro-2H-pyridine-1-carboxylate FC1=C(C=C(C(=C1)N1C[C@H](N(CC1)C)C)NC(C1=C(C=C(C=C1)F)C(F)(F)F)=O)C=1CCN(CC1)C(=O)OC1CC(C1)(F)F